BrC1=C(C(=CC=2OC(OC21)(F)F)C(N)=O)NC(=O)C=2N(N=C(C2)C(F)(F)F)C2=NC=CC=C2Cl N-(4-bromo-6-carbamoyl-2,2-difluoro-1,3-benzodioxol-5-yl)-2-(3-chloro-2-pyridinyl)-5-(trifluoromethyl)pyrazole-3-carboxamide